COC=1C(=CC(=NC1)C#CCCS(=O)(=O)C)NC(OC(C)(C)C)=O tert-butyl N-[5-methoxy-2-(4-methylsulfonylbut-1-ynyl)-4-pyridyl]carbamate